6-(6-ethoxypyridin-3-yl)-N-((5-methyloxazol-4-yl)methoxy)pyrazine-2-carboxamide C(C)OC1=CC=C(C=N1)C1=CN=CC(=N1)C(=O)NOCC=1N=COC1C